C(C)(=O)C1=CC(=NN1COCC[Si](C)(C)C)C(=O)OCC ethyl 5-acetyl-1-((2-(trimethylsilyl)ethoxy)methyl)-1H-pyrazole-3-carboxylate